[Si](C)(C)(C(C)(C)C)OC1(CC(C1)N)C (1s,3s)-3-{[tert-butyl(dimethyl)silyl]oxy}-3-methylcyclobutanamine